3-(4-aminopyrimidin-2-yl)pyridine-1-oxide trifluoroacetate FC(C(=O)O)(F)F.NC1=NC(=NC=C1)C=1C=[N+](C=CC1)[O-]